1-[4-(3,4-Difluorophenyl)piperidin-1-yl]-2-{3-[(2R,6S)-2,6-dimethylmorpholin-4-carbonyl]-5,6-dihydrocyclopenta[c]pyrazol-1(4H)-yl}ethan-1-on FC=1C=C(C=CC1F)C1CCN(CC1)C(CN1N=C(C2=C1CCC2)C(=O)N2C[C@H](O[C@H](C2)C)C)=O